2-(2-benzoylhydrazino)-2-methyltridecanoic acid C(C1=CC=CC=C1)(=O)NNC(C(=O)O)(CCCCCCCCCCC)C